1-(5-amino-4-(((R)-1-cyanoethyl)amino)pyridin-2-yl)-6-((1R,4R)-2-oxa-5-azabicyclo[2.2.1]heptan-5-yl)-1H-pyrazolo[3,4-b]pyridine-5-carbonitrile NC=1C(=CC(=NC1)N1N=CC=2C1=NC(=C(C2)C#N)N2[C@H]1CO[C@@H](C2)C1)N[C@H](C)C#N